F[C@H]1[C@H](C1)N1C(C(=CC=C1)NC(=O)C=1C(=CC=2N(C1)C=CN2)OC(C)C)=O N-(1-((1S,2R)-2-fluorocyclopropyl)-2-oxo-1,2-dihydropyridin-3-yl)-7-isopropoxyimidazo[1,2-a]pyridine-6-carboxamide